3-{4-[(2-amino-4-pyrimidinyl)oxy]-2-ethylphenyl}-4-hydroxy-1-[5-(trifluoromethyl)-3-pyridinyl]-2-imidazolidinone NC1=NC=CC(=N1)OC1=CC(=C(C=C1)N1C(N(CC1O)C=1C=NC=C(C1)C(F)(F)F)=O)CC